5-(9,10-di(naphthalen-2-yl)anthracen-2-yl)-1,2-diphenyl-1H-benzo[d]imidazole C1=C(C=CC2=CC=CC=C12)C=1C2=CC=CC=C2C(=C2C=CC(=CC12)C1=CC2=C(N(C(=N2)C2=CC=CC=C2)C2=CC=CC=C2)C=C1)C1=CC2=CC=CC=C2C=C1